O1CC1 oxiran